O(P1OC2=CC=C(C=C2)C(C)(C)C2=CC=C(C=C2)OP(O1)[O-])CCCCCCCCCCCCC (tridecyl) 4,4'-isopropylidenediphenyl diphosphite